Cl.C1OC=2C=C(N)C=CC2O1 3,4-METHYLENEDIOXYANILINE HCL